C(C)N(C(C1=C(C=CC(=C1)F)B1OC(C(O1)(C)C)(C)C)=O)C(C)C N-Ethyl-5-fluoro-N-isopropyl-2-(tetramethyl-1,3,2-dioxaborolan-2-yl)benzamide